9'-bromo-4'H-spiro[cyclopropane-1,3'-pyrazino[1,2-b]indazole]-1'(2'h)-one BrC1=CC2=C3N(N=C2C=C1)CC1(NC3=O)CC1